succinic acid anion C(CCC(=O)[O-])(=O)[O-]